NCC1OC2=C(OC1)C=CC=C2N2CCNCC2 3-(aminomethyl)-5-(piperazin-1-yl)-2,3-dihydro-1,4-benzodioxine